3,5-dichloro-N-(4-(N-(3-hydroxyphenyl)sulfamoyl)phenyl)benzenesulfonamide ClC=1C=C(C=C(C1)Cl)S(=O)(=O)NC1=CC=C(C=C1)S(NC1=CC(=CC=C1)O)(=O)=O